[(oxolan-3-yl)methoxy]-1,2-dihydroquinoline-3-carbonitrile O1CC(CC1)CON1CC(=CC2=CC=CC=C12)C#N